C(C)NC1=CC(=CC(=C1)I)F ethyl-3-fluoro-5-iodoaniline